ClC=1C=C(C=CC1N1C(N(C=C1)C)=O)C1=C(C(=CC(=C1)F)C1=CC(=NC=C1)N1CCNCC1)OC 1-(3-chloro-5'-fluoro-2'-methoxy-3'-(2-(piperazin-1-yl)pyridin-4-yl)-[1,1'-biphenyl]-4-yl)-3-methyl-1H-imidazol-2(3H)-one